1-(1,1-difluoroethyl)-3-(p-tolyl)bicyclo[1.1.1]Pentane FC(C)(F)C12CC(C1)(C2)C2=CC=C(C=C2)C